1-Hydroxymethyl-7-Methoxy-9H-β-Carboline OCC1=NC=CC=2C3=CC=C(C=C3NC12)OC